C(C)(C)(C)O\N=C\C=1C(=NC=C(C1N1CCC(CC1)N)C1=CC(=CC(=C1)C)Cl)OC 1-{3-[(1E)-[(tert-butoxy)imino]methyl]-5-(3-chloro-5-methylphenyl)-2-methoxypyridin-4-yl}piperidin-4-amine